(E)-3-(3-hydroxy-4-isobutoxyphenyl)-N-(4-hydroxyphenethyl)acrylamide OC=1C=C(C=CC1OCC(C)C)/C=C/C(=O)NCCC1=CC=C(C=C1)O